CC=1N(N=C2C(=NN=C(C21)C)N2CCC(CC2)C(=O)N2C[C@@H](CC2)N(C)C)C2=CC=C(C=C2)C (R)-(1-(3,4-dimethyl-2-(p-tolyl)-2H-pyrazolo[3,4-d]pyridazin-7-yl)piperidin-4-yl)(3-(dimethylamino)pyrrolidin-1-yl)methanone